BrC1=CC(=NC=C1)C1(CCC1)C(=O)OC(C)(C)C tert-butyl 1-(4-bromopyridin-2-yl)cyclobutane-1-carboxylate